iridium bis((2-phenyl)pyridine) C1(=CC=CC=C1)C1=NC=CC=C1.C1(=CC=CC=C1)C1=NC=CC=C1.[Ir]